CON=C(C(=O)NC)C1=C(C=CC=C1)C=NOC(C)C1=CC(=CC=C1)C(F)(F)F α-(methoxyimino)-N-methyl-2-[[[1-[3-(trifluoro-methyl)phenyl]ethoxy]imino]methyl]benzeneacetamide